3-chloro-3-methyl-butyric acid ClC(CC(=O)O)(C)C